(4-methoxyphenyl)methyl 3-bromo-6-(5-chloropentylamino)pyridine-2-carboxylate BrC=1C(=NC(=CC1)NCCCCCCl)C(=O)OCC1=CC=C(C=C1)OC